C12(CC(C1)C2)NS(=O)(=O)C2=CC=C(C=C2)NC([C@H](CC2=CC=CC=C2)N(C(C2=CC=C(C=C2)F)=O)C)=O (S)-N-(1-(4-(N-bicyclo[1.1.1]pent-1-ylsulfamoyl)phenylamino)-1-oxo-3-phenylprop-2-yl)-4-fluoro-N-methylbenzamide